ClC1=C(C=CC=C1Cl)N1C(=NC(=C(C1=O)CC(=O)OC)OS(=O)(=O)C1=CC=C(C=C1)C)C methyl 2-[1-(2,3-dichlorophenyl)-2-methyl-4-[(4-methylbenzenesulfonyl)oxy]-6-oxo-1,6-dihydropyrimidin-5-yl]acetate